BrC1=NC(=NC=C1)C=C bromo-2-vinylpyrimidine